2-ethyl-5-methoxypyrimidin-4-amine C(C)C1=NC=C(C(=N1)N)OC